tert-butyl 5-(4-(((3R,4S)-1-benzyl-4-(methylsulfonamido)piperidin-3-yl)methoxy)cyclohex-1-en-1-yl)-1H-benzo[d]imidazole-1-carboxylate C(C1=CC=CC=C1)N1C[C@H]([C@H](CC1)NS(=O)(=O)C)COC1CC=C(CC1)C1=CC2=C(N(C=N2)C(=O)OC(C)(C)C)C=C1